FC(C=1C=C(C=C(C1)C(F)(F)F)[C@@H](C)O[C@@H]1[C@H]([C@@H]2CN(C[C@H]2CC1)C1=CC(CC1)=O)C1=CC=C(C=C1)F)(F)F 3-[(3aR,4R,5S,7aS)-5-[(1R)-1-[3,5-bis(trifluoromethyl)phenyl]ethoxy]-4-(4-fluorophenyl)-1,3,3a,4,5,6,7,7a-octahydroisoindol-2-yl]cyclopent-2-en-1-one